C[Si](C)(C)P([Si](C)(C)C)[Si](C)(C)C Tris(trimethylsilyl)-phosphine